[Na+].S(=O)(=O)(OCCCC)[O-] n-butyl sulfate sodium salt